C(#N)C=1C=C(COC2=C(C=O)C=C(C(=C2)OCC2=C(C(=CC=C2)C2=C(C=CC(=C2)F)F)F)Cl)C=CC1 2-(3-Cyanobenzyloxy)-4-[2-fluoro-3-(2,5-difluorophenyl)benzyloxy]5-chlorobenzaldehyde